Cl.C1OCC2=C(C=CC=C12)[C@H](C)N (S)-1-(1,3-Dihydroisobenzofuran-4-yl)ethanamine hydrochloride